C(C)(C)C1=CC=C(OCCN(C)C)C=C1 2-(4-isopropylphenoxy)-N,N-dimethylethan-1-amine